3,5-dihydroxy-4'-methoxy-trans-stilbene OC=1C=C(C=C(C1)O)\C=C\C1=CC=C(C=C1)OC